C12OCC(N(C1)C(=O)C1=CC(=CC(=C1)[N+](=O)[O-])OC(F)F)C2 2-oxa-5-azabicyclo[2.2.1]hept-5-yl-(3-(difluoromethoxy)-5-nitrophenyl)methanone